BrC=1C(=NC=C(C1)OC(F)F)C=O 3-bromo-5-(difluoromethoxy)pyridinecarbaldehyde